NCC1=C(C=C(CNC(=O)[C@H]2N(CCN(C2)C=2OC(C(N2)(C)C)C2=CC=CC=C2)C([C@H](N(C)C)CCCCN(C)C)=O)C=C1)Cl (2S)-N-[4-(aminomethyl)-3-chlorobenzyl]-4-(4,4-dimethyl-5-phenyl-4,5-dihydro-1,3-oxazol-2-yl)-1-(N2,N2,N6,N6-tetramethyl-D-lysyl)piperazine-2-carboxamide